CN1CC(C(CC1)NC=1C=2C=CN(C2C=C(C1)C#CCNC1=C(C=C(C=C1)S(=O)(=O)C)OC)CC(F)(F)F)C N-(1,3-dimethyl-4-piperidyl)-6-[3-(2-methoxy-4-methylsulfonyl-anilino)prop-1-ynyl]-1-(2,2,2-trifluoroethyl)indol-4-amine